N=1C(C(C=CC1)=N)=N pyridine bis-imine